C(CCCCCCC\C=C/C\C=C/C\C=C/CC)(=O)OCC(COC(CCCCCCC\C=C/C\C=C/CCCCC)=O)OC(NC1CN(C1)CC(CF)CF)=O 2-(((1-(3-fluoro-2-(fluoromethyl)propyl)azetidin-3-yl)carbamoyl)oxy)-3-(((9Z,12Z)-octadeca-9,12-dienoyl)oxy)propyl (9Z,12Z,15Z)-octadeca-9,12,15-trienoate